CC=1C=C(C=C(C1)C)PC[C@H]1[C@@H](CC1)CPC1=CC(=CC(=C1)C)C trans-1,2-bis(3,5-dimethylphenylphosphino-methyl)cyclobutane